(S)-1-((5-((4-(3-((2-(1-hydroxyethyl)-1H-imidazol-1-yl)methyl)isoxazol-5-yl)phenyl)ethynyl)pyridin-2-yl)methyl)piperidin-4-ol O[C@@H](C)C=1N(C=CN1)CC1=NOC(=C1)C1=CC=C(C=C1)C#CC=1C=CC(=NC1)CN1CCC(CC1)O